7-(2-(dimethylamino)ethoxy)-6-methoxyquinazolin CN(CCOC1=C(C=C2C=NC=NC2=C1)OC)C